tert-Butyl 3-(4-(amino(cyano)methyl)thiazole-2-carbonyl)-1H-indole-1-carboxylate NC(C=1N=C(SC1)C(=O)C1=CN(C2=CC=CC=C12)C(=O)OC(C)(C)C)C#N